O=C1NC(CCC1C1=NN(C2=C(C=CC=C12)N1CCC(CC1)CN1CCN(CC1)C1=NC=C(C=N1)C#N)C)=O 2-(4-((1-(3-(2,6-dioxopiperidin-3-yl)-1-methyl-1H-indazol-7-yl)piperidin-4-yl)methyl)piperazin-1-yl)pyrimidine-5-carbonitrile